(3S)-7-(Phenylmethoxy)-5-fluoro-6-[(2-methoxy-2-oxoethyl)amino]-3-(4-methylpentyl)-3,4-dihydroisoquinoline-2(1H)-carboxylic acid tert-butyl ester C(C)(C)(C)OC(=O)N1CC2=CC(=C(C(=C2C[C@@H]1CCCC(C)C)F)NCC(=O)OC)OCC1=CC=CC=C1